FC1=C2C=3C(C4=C(C(C3NC2=CC(=C1C(=O)OC)F)=O)C=CC=C4)=O methyl 1,3-difluoro-6,11-dioxo-6,11-dihydro-5H-benzo[b]carbazole-2-carboxylate